6-(1H-pyrazol-4-yl)pyrimidin-4(3H)-one hydrochloride Cl.N1N=CC(=C1)C1=CC(NC=N1)=O